O=C1N(C(C2=CC=CC=C12)=O)C1(C[C@H]([C@@H](C1)F)F)C(=O)O |r| 1,3-dioxoisoindolin-2-yl-rac-(3R,4R)-3,4-difluorocyclopentane-1-carboxylic acid